(3S)-3-(4-chloro-1-methyl-1H-benzotriazol-5-yl)-3-(7-{[(2R,5S)-2-ethyl-5-methyl-2,3-dihydropyrido[2,3-f][1,4]oxazepin-4(5H)-yl]methyl}-1-benzothien-5-yl)propanoic acid ethyl ester C(C)OC(C[C@@H](C=1C=C(C2=C(C=CS2)C1)CN1C[C@H](OC2=C([C@@H]1C)N=CC=C2)CC)C2=C(C1=C(N(N=N1)C)C=C2)Cl)=O